FC(C=1C=C(C=C(C1)C(F)(F)F)NC(=O)[C@H]1[C@H]2C[C@@H]([C@@H]([C@@H]1C=1C(=NN(C1)C)C(F)(F)F)O2)O)(F)F |r| rac-(1r,2r,3s,4r,5s)-N-(3,5-bis(trifluoromethyl)phenyl)-5-hydroxy-3-(1-methyl-3-(trifluoromethyl)-1H-pyrazol-4-yl)-7-oxabicyclo[2.2.1]heptane-2-carboxamide